CNC(=O)C=1C=C(C(=O)O)C=C(N1)C(C)C1=NC=CC=C1 2-(methylcarbamoyl)-6-(1-(pyridin-2-yl)ethyl)isonicotinic acid